ClC1=C(C(=O)N2COC3=C(C2)C=CC=C3C3=CC(=C(C(=O)O)C=C3F)N3C2COCC3CC2)C(=CC(=C1)OCC1CCOCC1)Cl 4-[3-[2,6-dichloro-4-(oxan-4-ylmethoxy)benzoyl]-2,4-dihydro-1,3-benzoxazin-8-yl]-5-fluoro-2-(3-oxa-8-azabicyclo[3.2.1]octan-8-yl)benzoic acid